ClC=1C=NC(=NC1)N1CCC(CC1)CCCOC1=CC(=C(C=C1)CC(=O)NCCCC(=O)NC(CO)(CO)CO)F 4-[[2-[4-[3-[1-(5-chloropyrimidin-2-yl)-4-piperidinyl]propoxy]-2-fluoro-phenyl]acetyl]amino]-N-[2-hydroxy-1,1-bis(hydroxymethyl)ethyl]butanamide